2,2,2-trifluoroethyl-3-tritylbenzo[d]oxazol-2(3H)-one FC(CC1=CC=CC2=C1N(C(O2)=O)C(C2=CC=CC=C2)(C2=CC=CC=C2)C2=CC=CC=C2)(F)F